ClC=1SC(=CC1)C(=O)O 2-Chlorothiophene-5-carboxylic acid